C(CCC\C=C/C=C/CCCC)=O (5Z,7E)-5,7-Dodecadienal